N=1C=NN2C1C=C(C=C2)OC2=C(C=C(C=C2)NC2=NC=NC1=CC=C(C=C21)[C@H]2CN(CCC2)C(C=C)=O)C (S)-1-(3-(4-((4-([1,2,4]triazolo[1,5-a]pyridin-7-yloxy)-3-methylphenyl)amino)quinazolin-6-yl)piperidin-1-yl)prop-2-en-1-one